6-bromo-7-isopropyl-1,2,3,4-tetrahydronaphthalene BrC=1C=C2CCCCC2=CC1C(C)C